CN(C1C[C@H]2CC[C@@H](C1)N2)C=2N=NC(=CC2)C2=CC=C(C=1N=CNC12)C=1C=NN(C1)C1OCCCC1 (1R,3S,5S)-N-methyl-N-(6-[7-[1-(oxan-2-yl)pyrazol-4-yl]-3H-1,3-benzodiazol-4-yl]pyridazin-3-yl)-8-azabicyclo[3.2.1]octan-3-amine